zinc-calcium [Ca].[Zn]